ClC1=C(C=CC(=C1)O)NC(=O)NC1=CC(=CC=C1)F 1-(2-chloro-4-hydroxyphenyl)-3-(3-fluorophenyl)urea